2-(4-bromo-phenyl)-6-methoxy-benzofuran BrC1=CC=C(C=C1)C=1OC2=C(C1)C=CC(=C2)OC